C(C)C1=NC2=C(C=C(C=C2C(N1C)=O)C)[C@@H](C)N[S@](=O)C(C)(C)C (R)-N-((R)-1-(2-ethyl-3,6-dimethyl-4-oxo-3,4-dihydroquinazolin-8-yl)ethyl)-2-methylpropane-2-sulfinamide